C[Si](SCC)(C)CCCSSSSCCC[Si](SCC)(C)C bis(dimethylethylmercaptosilylpropyl) tetrasulfide